ON1[C@@H]2C=C([C@H](N(C1=O)C2)C(=O)NCCC2NC(CC2)=O)C (2S,5R)-6-hydroxy-3-methyl-7-oxo-N-[2-(5-oxopyrrolidin-2-yl)ethyl]-1,6-diazabicyclo[3.2.1]Oct-3-ene-2-carboxamide